6-(4-fluoro-3-methyl-phenyl)-3-methyl-1-(3-pyridylmethyl)imidazo[4,5-b]pyridin-2-one FC1=C(C=C(C=C1)C=1C=C2C(=NC1)N(C(N2CC=2C=NC=CC2)=O)C)C